COC(=O)N1C2COCC1CC(C2)N2CCC(CC2)N2N=CC(=C2)C 7-[4-(4-methyl-1H-pyrazol-1-yl)piperidin-1-yl]-3-oxa-9-azabicyclo[3.3.1]nonane-9-carboxylic acid methyl ester